(2S)-5,5-dimethyl-2-{[(5-methyl-3,4-dihydro-2H-1-benzopyran-7-yl)methyl]amino}hexanoic acid CC(CC[C@@H](C(=O)O)NCC1=CC2=C(CCCO2)C(=C1)C)(C)C